4-(isoindolin-2-ylmethyl)-7-((1-(methylsulfonyl)piperidin-4-yl)methoxy)-2,3-dihydrobenzo[d]isothiazole 1,1-dioxide C1N(CC2=CC=CC=C12)CC1=CC=C(C2=C1CNS2(=O)=O)OCC2CCN(CC2)S(=O)(=O)C